1-octyl-3-propyl-triethoxysilane C(CCCCCCC)CCC[Si](OCC)(OCC)OCC